2-methyl-2-pentenoic acid sodium salt [Na+].CC(C(=O)[O-])=CCC